4-[2-chloro-4-(2-cyclobutoxy-pyrimidin-4-yl)-6-fluoro-phenoxy]-butyric acid ClC1=C(OCCCC(=O)O)C(=CC(=C1)C1=NC(=NC=C1)OC1CCC1)F